2-[(4-oxo-3-phenyl-6,7-dihydrothieno[3,2-d]pyrimidin-2-yl)sulfanyl]-N-(5-phenylpyridin-2-yl)acetamide O=C1C2=C(N=C(N1C1=CC=CC=C1)SCC(=O)NC1=NC=C(C=C1)C1=CC=CC=C1)CCS2